Cl.C1=CC(OC)=C2C=3[C@@]45[C@@H](O2)C(=O)CC[C@@]4(O)[C@@H](CC13)N(C)CC5 oxycodone hydrochloride salt